FC1=C(C(=CC=C1)F)CC1(C[C@@H]2[C@@H](CN(C2)CC(O)C2=CC=C(C=N2)O)C1)O rac-6-{2-[(3aR,5R,6aS)-5-[(2,6-difluorophenyl)methyl]-5-hydroxy-octahydrocyclopenta[c]pyrrol-2-yl]-1-hydroxyethyl}pyridin-3-ol